C12(CC(C1)C2)NC(=O)C=2C(N(C1=NC=C(C=C1C2O)C=2C=NC=CC2)CCN2CCOCC2)=O N-(bicyclo[1.1.1]pent-1-yl)-4-hydroxy-1-(2-morpholinoethyl)-2-oxo-6-(pyridin-3-yl)-1,2-dihydro-1,8-naphthyridine-3-carboxamide